CC1(OB(OC1(C)C)C=1C=NN(C1)C1=NC=CC=C1)C 2-(4-(4,4,5,5-tetramethyl-1,3,2-dioxaborolan-2-yl)-1H-pyrazol-1-yl)pyridine